6-[2-(1,3-benzodioxol-5-ylmethyl)pyrrolidin-1-yl]-4-morpholino-1H-pyridin-2-one O1COC2=C1C=CC(=C2)CC2N(CCC2)C2=CC(=CC(N2)=O)N2CCOCC2